N-(2,4-dimethoxybenzyl)-8-(3-methoxy-2,6-dimethylphenyl)-6-methylpyrido[3,4-d]pyrimidin-4-amine COC1=C(CNC=2C3=C(N=CN2)C(=NC(=C3)C)C3=C(C(=CC=C3C)OC)C)C=CC(=C1)OC